C(=C)OCCCS(=O)(=O)O 3-(vinyloxy)propane-1-sulphonic acid